4-(4-(cyclopropanesulfonamido)pyrimidin-2-yl)-N-(5-(6-cyclopropylpyrazin-2-yl)pyridin-2-yl)-1-(methylsulfonyl)piperidine-4-carboxamide C1(CC1)S(=O)(=O)NC1=NC(=NC=C1)C1(CCN(CC1)S(=O)(=O)C)C(=O)NC1=NC=C(C=C1)C1=NC(=CN=C1)C1CC1